CC1(CC2(C1)CCNCC2)CN2CCN(CC2)C=2C=C1CN(C(C1=CC2)=O)[C@@H]2C(NC(CC2)=O)=O (S)-3-[5-[4-[(2-methyl-7-azaspiro[3.5]nonan-2-yl)methyl]piperazin-1-yl]-1-oxo-isoindolin-2-yl]piperidine-2,6-dione